2-((2R,5S)-5-methyl-2-(tetrahydro-2H-pyran-4-yl)piperidin-1-yl)-2-oxoacetamide C[C@H]1CC[C@@H](N(C1)C(C(=O)N)=O)C1CCOCC1